C(C)(C)N1N=C(C=C1C)NC(C1=C(C=CC=C1)[N+](=O)[O-])=O N-(1-isopropyl-5-methyl-1H-pyrazol-3-yl)-2-nitrobenzamide